ClC=1C=NN(C1C=1C=CC(=NC1)NC([C@H](C1CCC(CC1)C)NC(OC(C)(C)C)=O)=O)C tert-butyl ((S)-2-((5-(4-chloro-1-methyl-1H-pyrazol-5-yl)pyridin-2-yl)amino)-1-((1r,4S)-4-methylcyclohexyl)-2-oxoethyl)carbamate